CC(C#N)(C)C1=C2C(=NC(=C1)N1[C@@H](COCC1)C)C(=NS2)C2=CC(=NN2C2OCC2)C 2-methyl-2-{3-[3-methyl-1-(oxetan-2-yl)-1H-pyrazol-5-yl]-5-[(3R)-3-methylmorpholin-4-yl]-[1,2]Thiazolo[4,5-b]Pyridin-7-yl}propionitrile